FC=1C(=C(C=C(C1)C(C)C)[C@H](C(=O)O)N1C[C@@H](CC1)N(CCCCCC1=NC=2NCCCC2C=C1)CCOC)OC (R)-2-(3-fluoro-5-isopropyl-2-methoxyphenyl)-2-((R)-3-((2-methoxyethyl)(5-(5,6,7,8-tetrahydro-1,8-naphthyridin-2-yl)pentyl)amino)pyrrolidin-1-yl)acetic acid